N=1C=NN2C1C=C(C=C2)C2=CNC=1N=C(N=CC12)NC1CCC(CC1)NC(C)=O N-((1s,4s)-4-((5-([1,2,4]triazolo[1,5-a]pyridin-7-yl)-7H-pyrrolo[2,3-d]pyrimidin-2-yl)amino)cyclohexyl)acetamide